NC=1SC(=C(N1)C=1C(=C(C=CC1)NC(C)=O)F)C1=NC(=NC=C1)Cl N-(3-(2-amino-5-(2-chloropyrimidin-4-yl)thiazol-4-yl)-2-fluorophenyl)-acetamide